(S)-1-(3-chloro-4-methylbenzyl)-3-((5-(2,7-dioxoazepan-3-yl)-4-oxo-5,6-dihydro-4H-thieno[2,3-c]pyrrol-2-yl)methyl)urea ClC=1C=C(CNC(=O)NCC2=CC3=C(CN(C3=O)[C@@H]3C(NC(CCC3)=O)=O)S2)C=CC1C